Cyano-2-propyl-azoformamide C(#N)NC(=O)N=NC(C)C